C(=O)C=1C(=CC(=C(C1)C=1C(=C(C(=C(C1C)C1=CC(=C(C=C1OC)OC)C=O)C)C1=CC(=C(C=C1OC)OC)C=O)C)OC)OC 5'-(5-formyl-2,4-dimethoxyphenyl)-4,4'',6,6''-tetramethoxy-2',4',6'-trimethyl-[1,1':3',1''-terphenyl]-3,3''-dicarbaldehyde